C(C)(C)(C)C1=CC=C(C=N1)C=1N=C2SC[C@H](CN2C(C1C#N)=O)CF (R)-8-(6-(tert-butyl)pyridin-3-yl)-3-(fluoromethyl)-6-oxo-3,4-dihydro-2H,6H-pyrimido[2,1-b][1,3]thiazine-7-carbonitrile